(1-methyl-1H-indol-7-yl)pyridine-2,6-diamine CN1C=CC2=CC=CC(=C12)C=1C(=NC(=CC1)N)N